(1-methylcyclopropyl)-7-(pyridin-4-yl)isoquinolin-5-amine CC1(CC1)C1=NC=CC=2C(=CC(=CC12)C1=CC=NC=C1)N